CC1(CCC(CC1)C1=CC=C(C=C1)NC1=CC=C(CNC(=O)C2CNC(C2)=O)C=C1)C N-(4-((4-(4,4-dimethylcyclohexyl)phenyl)amino)benzyl)-5-oxopyrrolidine-3-carboxamide